(5-chloro-4-fluoro-2-{[(3S)-3-(morpholin-4-ylmethyl)-3,4-dihydroisoquinolin-2(1H)-yl]carbonyl}phenyl)-N-(4-cyanophenyl)-1,2-dimethyl-1H-pyrrole-3-carboxamide ClC=1C(=CC(=C(C1)C=1C(=C(N(C1)C)C)C(=O)NC1=CC=C(C=C1)C#N)C(=O)N1CC2=CC=CC=C2C[C@H]1CN1CCOCC1)F